C12(C(=O)C(=O)C(CC1)(C2(C)C)CCCCCCCCCC=O)C camphorquinonedecanal